1,2,3,4-tetrahydroharmine C1(C)NCCC=2C3=CC=C(OC)C=C3NC12